C(=C)(C)CCC t-hexene